5-(2-((4-(6-((4-Chloro-2-fluorobenzyl)oxy)pyridin-2-yl)piperidin-1-yl)methyl)-4-(difluoromethoxy)-1-methyl-1H-benzo[d]imidazol-6-yl)-1,3,4-oxadiazol-2(3H)-one ClC1=CC(=C(COC2=CC=CC(=N2)C2CCN(CC2)CC2=NC3=C(N2C)C=C(C=C3OC(F)F)C3=NNC(O3)=O)C=C1)F